(2R,3S,5R)-2-ethynyl-5-[2-fluoro-6-(trimethylsilylamino)purin-9-yl]-4-methylbenzoic acid C(#C)C1=C(C(=O)O)C=C(C(=C1)C)N1C2=NC(=NC(=C2N=C1)N[Si](C)(C)C)F